[IH2+].NN1CC=CC=C1 1-aminopyridine iodonium salt